((benzhydryl)amino)isoquinolin-1(2H)-one C(C1=CC=CC=C1)(C1=CC=CC=C1)NN1C(C2=CC=CC=C2C=C1)=O